1-((2-(dimethylamino)pyrimidin-4-yl)methyl)-4-(1-(4-(trifluoromethyl)phenyl)-1H-indazol-3-yl)pyridin-2(1H)-one CN(C1=NC=CC(=N1)CN1C(C=C(C=C1)C1=NN(C2=CC=CC=C12)C1=CC=C(C=C1)C(F)(F)F)=O)C